2-(1-methyl-2-oxo-2,3-dihydro-1H-pyrido[2,3-b][1,4]thiazin-3-yl)-N-(pyridin-3-ylmethyl)acetamide CN1C2=C(SC(C1=O)CC(=O)NCC=1C=NC=CC1)N=CC=C2